titanium tetra(2,4-hexanedione) CC(CC(CC)=O)=O.CC(CC(CC)=O)=O.CC(CC(CC)=O)=O.CC(CC(CC)=O)=O.[Ti]